2-(2-Aminopyridin-4-yl)-N-(2,2-dimethyl-6-morpholino-2,3-dihydrobenzofuran-5-yl)oxazole-4-carboxylic acid amide NC1=NC=CC(=C1)C=1OC=C(N1)C(=O)NC=1C(=CC2=C(CC(O2)(C)C)C1)N1CCOCC1